N-(3(s),4-dimethyl-pyrazol-1-ylmethyl)-carboxamide CC1=NN(C=C1C)CNC=O